C(C)(C)(C)OC(N[C@@H]1CC[C@H](CC1)NC1=NC=C(N=C1)C=1C=NN(C1)C)=O (trans-4-((5-(1-methyl-1H-pyrazol-4-yl)pyrazin-2-yl)amino)cyclohexyl)carbamic acid tert-butyl ester